1,4,5,6-Tetrahydropyrimidin N1C=NCCC1